(S)-(E)-3-((3-butyl-7-(ethylsulfanyl)-5-(4-fluorophenyl)-1,1-dioxido-2,3,4,5-tetrahydro-1,5-benzothiazepin-8-yl)oxy)acrylic acid C(CCC)[C@@H]1CS(C2=C(N(C1)C1=CC=C(C=C1)F)C=C(C(=C2)O/C=C/C(=O)O)SCC)(=O)=O